(1-(4-(1H-pyrazol-4-yl)phenyl)piperidin-4-yl)(piperazin-1-yl)methanone N1N=CC(=C1)C1=CC=C(C=C1)N1CCC(CC1)C(=O)N1CCNCC1